OC=1N=C2N(OC1C(=O)N)CCCC2 2-hydroxyl-4-Oxa-6,7,8,9-tetrahydro-4H-pyridino[1,2-a]pyrimidine-3-carboxamide